Cl.N[C@H](C(=O)O)CCCC1=CC=C(C=C1)OCC (2S)-2-amino-5-(4-ethoxyphenyl)pentanoic acid hydrochloride